N1(N=CN=C1)C1=CC=C(CO)C=C1 4-(1H-1,2,4-triazol-1-yl)benzyl alcohol